4-(4-(6-(pyridin-4-ylamino)-3H-imidazo[4,5-b]pyridin-2-yl)phenylamino)quinoline-6-carbonitrile N1=CC=C(C=C1)NC=1C=C2C(=NC1)NC(=N2)C2=CC=C(C=C2)NC2=CC=NC1=CC=C(C=C21)C#N